C(C(C)(C)C)[O-].[Zr+4].C(C(C)(C)C)[O-].C(C(C)(C)C)[O-].C(C(C)(C)C)[O-] zirconium neopentanolate